(9aR,10S)-10-((R)-(2,3-difluorophenyl)(3-fluorophenyl)methyl)-3,5-dioxo-3,5,8,9,9a,10-hexahydro-7H-pyrrolo[1',2':4,5]pyrazino[1,2-b]pyridazin-4-yl 4-methylpiperazine-1-carboxylate CN1CCN(CC1)C(=O)OC1=C2N(N=CC1=O)[C@H]([C@@H]1N(C2=O)CCC1)[C@H](C1=CC(=CC=C1)F)C1=C(C(=CC=C1)F)F